O1CCC2=C1C=CC=C2C2C(C2)(C(NC(CC)=O)C2C(C2)C2=CC=CC1=C2CCO1)CNC(CC)=O N-((2-(2,3-dihydrobenzofuran-4-yl)-1-((2-(2,3-dihydrobenzofuran-4-yl)cyclopropyl)(propionamido)methyl)cyclopropyl)methyl)propionamide